1-[[3-[4-[(2-ethylimidazol-1-yl)methyl]-3-fluoro-phenyl]-5-isobutyl-2-thienyl]sulfonyl]-3-(2-hydroxyethyl)urea C(C)C=1N(C=CN1)CC1=C(C=C(C=C1)C1=C(SC(=C1)CC(C)C)S(=O)(=O)NC(=O)NCCO)F